CC1=CC=C(C=C1)S(=O)(=O)OC1CC(CCC1)C(F)(F)F [3-(trifluoromethyl)cyclohexyl] 4-methylbenzenesulfonate